N-((1,2,3,5,6,7-hexahydro-s-indacen-4-yl)carbamoyl)pyridine-2-sulfonamide C1CCC2=C(C=3CCCC3C=C12)NC(=O)NS(=O)(=O)C1=NC=CC=C1